(3-bromo-5-methoxybenzyl)-2,2-dimethoxyethylamine BrC=1C=C(CNCC(OC)OC)C=C(C1)OC